CC=1SC(=CC1C(=O)NC1=NC(=NS1)CCl)C1=CC(=CC=C1)OC(F)(F)F 2-Methyl-5-(3-(trifluoromethoxy)phenyl)-N-(3-(chloromethyl)-1,2,4-thiadiazol-5-yl)thiophene-3-Formamide